n-butyl-N-methylpyrrolidine hexafluorophosphate F[P-](F)(F)(F)(F)F.C(CCC)C1N(CCC1)C